(R)-(3-(Benzo[d]thiazol-2-yl)-8-methyl-5,6-dihydro-[1,2,4]triazolo[4,3-a]pyrazin-7(8H)-yl)(4-fluorophenyl)methanone S1C(=NC2=C1C=CC=C2)C2=NN=C1N2CCN([C@@H]1C)C(=O)C1=CC=C(C=C1)F